C(C1=CC=CC=C1)OC1=C2C=CNC2=CC=C1 4-(benzyloxy)-1H-indole